O1CCN(CC1)C1=CC=NC2=CC=C(C=C12)B(O)O 4-MORPHOLINOQUINOLIN-6-YLBORONIC ACID